tert-butyl (2-((5-bromopyridin-2-yl)oxy)ethyl)(methyl)carbamate BrC=1C=CC(=NC1)OCCN(C(OC(C)(C)C)=O)C